C1(CC1)N(CCC(C(=O)O)NC1=NC=CC=N1)CCCCC1=NC=2NCCCC2C=C1 4-(cyclopropyl-(4-(5,6,7,8-tetrahydro-1,8-naphthyridin-2-yl)butyl)amino)-2-(pyrimidin-2-ylamino)butyric acid